C(C)(C)OC(=O)C=1C(=C(N2C=CC(=C2C1)C=1C=NN(C1)C1CCOCC1)C(=C)N1CCNCC1)C 6-methyl-5-(1-(piperazin-1-yl)vinyl)-1-(1-(tetrahydro-2H-pyran-4-yl)-1H-pyrazol-4-yl)indolizine-7-carboxylic acid isopropyl ester